ClC=1C(=C(C#N)C=CC1)N1N=CC=2C=NC(=CC21)NC2=NC=NC(=C2)NCCN(C)C 3-chloro-2-(6-((6-((2-(dimethylamino)ethyl)amino)pyrimidin-4-yl)amino)-1H-pyrazolo[4,3-c]pyridin-1-yl)benzonitrile